tert-Butyl (S)-2-(aminooxy)-3-(4-(1-(3-((tert-butoxycarbonyl)amino)propyl)-1H-imidazol-4-yl)phenoxy)propanoate NO[C@H](C(=O)OC(C)(C)C)COC1=CC=C(C=C1)C=1N=CN(C1)CCCNC(=O)OC(C)(C)C